CC=1OC2=C(C1)C=CC=C2NC(OC2=CC=CC=C2)=O Phenyl N-(2-methyl-1-benzofuran-7-yl)carbamate